2-(5-chloro-1H-indazol-4-yl)-1-[(1S)-5-[(1R)-2-fluoro-1-hydroxy-1-methyl-ethyl]-1-methyl-3,4-dihydro-1H-isoquinolin-2-yl]ethanone ClC=1C(=C2C=NNC2=CC1)CC(=O)N1[C@H](C2=CC=CC(=C2CC1)[C@@](CF)(C)O)C